3,4-diphenylbenzo[H]isoquinolin-1(2H)-one C1(=CC=CC=C1)C=1NC(C2=C3C(=CC=C2C1C1=CC=CC=C1)C=CC=C3)=O